4-Propylaminobutan C(CC)NCCCC